C(C)(C)(C)C=1C=C(CP(O)(O)=O)C=C(C1O)C(C)(C)C.P(OCC)(OCC)=O diethyl phosphonate 3,5-di-tert-butyl-4-hydroxybenzyl-phosphonate